2-((S)-1-(4-((2S,4r,6S)-2-cyano-7-((5-methoxy-7-methyl-1H-indol-4-yl)methyl)-7-azaspiro[3.5]nonan-6-yl)benzoyl)pyrrolidin-3-yl)acetic acid C(#N)C1CC2(C1)C[C@H](N(CC2)CC2=C1C=CNC1=C(C=C2OC)C)C2=CC=C(C(=O)N1C[C@@H](CC1)CC(=O)O)C=C2